ClC1=CC2=C(N=C(O2)OC2=CC=C(OC(C(=O)O)C)C=C2)C=C1 2-[4-[(6-chloro-1,3-benzoxazol-2-yl)oxy]phenoxy]propanoic acid